(4S,5R)-8,9-difluoro-N,4-dimethyl-5,6-dihydro-4H-pyrrolo[3,2,1-ij]quinolin-5-amine FC=1C=C2C[C@H]([C@@H](N3C2=C(C1F)C=C3)C)NC